C(C)(C)N1N=C(N=C1[C@@H]1C[C@H](CC1)N1C[C@H](OCC1)C)C=1C=NC(=NC1)C(F)(F)F (R)-4-((1S,3S)-3-(1-isopropyl-3-(2-(trifluoromethyl)pyrimidin-5-yl)-1H-1,2,4-triazol-5-yl)cyclopentyl)-2-methylmorpholine